1-Ethyl-N-(3-(methylsulfonyl)phenyl)-2-(2,2,2-trifluoro-1-(4-fluorophenyl)-1-hydroxyethyl)-1H-benzo[d]Imidazole-6-carboxamide C(C)N1C(=NC2=C1C=C(C=C2)C(=O)NC2=CC(=CC=C2)S(=O)(=O)C)C(C(F)(F)F)(O)C2=CC=C(C=C2)F